7-methoxy-4-(4-methylsulfanylcyclohexoxy)quinoline COC1=CC=C2C(=CC=NC2=C1)OC1CCC(CC1)SC